ClC=1C=C(CNCCC(=O)NCCCNC2=C3C=NNC3=CC(=C2)C2=NC(NC=C2)=O)C=CC1OC(F)(F)F 3-((3-chloro-4-(trifluoromethoxy)benzyl)amino)-N-(3-((6-(2-oxo-1,2-dihydropyrimidin-4-yl)-1H-indazol-4-yl)amino)propyl)propanamide